1-(5-chloro-3-fluoropyridin-2-yl)-N-{2-fluoro-3-[6-oxo-4-(trifluoromethyl)-1,6-dihydropyrimidin-2-yl]-4-(trifluoromethyl)benzyl}piperidine-4-carboxamide ClC=1C=C(C(=NC1)N1CCC(CC1)C(=O)NCC1=C(C(=C(C=C1)C(F)(F)F)C=1NC(C=C(N1)C(F)(F)F)=O)F)F